NC1=NC=NN2C1=C(C(=N2)C2=CC=C(C=C2)NC(C#C)=O)C2=CC(=C(C=C2)OC2=NN(C=C2)C)F N-(4-(4-amino-5-(3-fluoro-4-((1-methyl-1H-pyrazol-3-yl)oxy)phenyl)pyrazolo[5,1-f][1,2,4]triazin-6-yl)phenyl)propiolamide